BrC=1C=C(C=2OCOC2C1)N 6-Bromo-1,3-dioxaindan-4-amine